5-(4-pyrrolylphenyl)-1H-pyrazol-3-amine N1C(=CC=C1)C1=CC=C(C=C1)C1=CC(=NN1)N